C1(=CC=CC=C1)C(C(C1=CC=CC=C1)(C1=CC=CC=C1)O)(C1=CC=CC=C1)O tetraphenyl-1,2-ethylene glycol